2-(2,3-dihydro-1H-inden-2-yl)ethanamine C1C(CC2=CC=CC=C12)CCN